(S)-2-(4,5-Dichlorothiophen-2-carboxamido)-N1-(1-(2-(2-adamantylamino)-2-oxoethyl)-2-oxo-1,2-dihydropyridin-3-yl)-N6-methyl-5-oxohexandiamid ClC=1C=C(SC1Cl)C(=O)N[C@H](C(=O)NC=1C(N(C=CC1)CC(=O)NC1C2CC3CC(CC1C3)C2)=O)CCC(C(=O)NC)=O